C1(=CC=CC=C1)C=1SC(=CN1)C1(CCOCC1)C(=O)O 4-(2-phenylthiazol-5-yl)tetrahydro-2H-pyran-4-carboxylic acid